4-(2-hydroxyethoxy)tetrahydrofuran-3-ol OCCOC1C(COC1)O